CN(C)CC1=C(C=C(C=C1)[S@](=O)(N)=NC(NC1=C2CCCC2=CC=2CCCC12)=O)F (S)-4-((dimethylamino)methyl)-3-fluoro-N'-((1,2,3,5,6,7-hexahydro-s-indacen-4-yl)carbamoyl)benzenesulfonimidamide